CN(C(O)=O)C1CNCCC1 methyl-(piperidin-3-yl)carbamic acid